C(C)(C)(C)OC(=O)N1C[C@H]2C([C@H]2C1)C1=NOC(=C1C)C(=O)OCC.N1=C(C(=C(C(=C1C=O)C=O)C=O)C=O)C1=NC=CC=C1 2,2'-bipyridyl-tetra-aldehyde tert-butyl-(1R,5S,6r)-6-[5-(ethoxycarbonyl)-4-methyl-1,2-oxazol-3-yl]-3-azabicyclo[3.1.0]hexane-3-carboxylate